BrC=1C=C(C=CC1Br)NC(=O)N1[C@@H]2CC[C@H]1CC=1N=CN=CC12 (5R,8S)-N-(3,4-dibromophenyl)-6,7,8,9-tetrahydro-5H-5,8-epiminocyclohepta[d]pyrimidine-10-carboxamide